C=C(C(=O)OC1CS(C1)(=O)=O)CC(N[C@@H](C)C1=CC=C(C=C1)C(F)(F)F)=O 1,1-dioxidothietan-3-yl (S)-2-methylene-4-oxo-4-((1-(4-(trifluoromethyl)phenyl)ethyl)amino)butanoate